NC1=NN2C(N=CC(=C2)F)=C1C(=O)NC=1C=NC=CC1C1CCN(CC1)C(=O)C12CCN(CC1)CC2 2-amino-6-fluoro-N-(4-(1-(quinuclidine-4-carbonyl)piperidin-4-yl)pyridin-3-yl)pyrazolo[1,5-a]pyrimidine-3-carboxamide